OC=1C=C(C=CC1OC)CCC(=O)O 3-(3-hydroxy-4-methoxyphenyl)propionic acid